C1(CCCCC1)NSC=1SC2=C(N1)C=CC=C2 N-cyclohexyl-2-benzothiazolesulphenamide